4-chloro-pyridin ClC1=CC=NC=C1